ClC=1C(=CC(=NC1)NC(C)C)C=1C=C(NC1)C(=O)NCC1=NC2=C(N1)C=CC=C2C(=O)N 2-((4-(5-chloro-2-(isopropylamino)pyridin-4-yl)-1H-pyrrole-2-carboxamido)methyl)-1H-benzo[d]Imidazole-4-carboxamide